BrC=1C(=C(C(=NC1C)OCC(=O)OCCCC)C)C butyl 2-[(5-bromo-3,4,6-trimethylpyridin-2-yl)oxy]acetate